F[C@@H]1CN(CC[C@@H]1NC1=NN2C(C(=N1)OC)=C(C=C2)C=2C=CC1=C(N(C(=N1)C)CCF)C2)C2COC2 N-((3R,4S)-3-fluoro-1-(oxetan-3-yl)piperidin-4-yl)-5-(1-(2-fluoroethyl)-2-methyl-1H-benzo[d]imidazol-6-yl)-4-methoxypyrrolo[2,1-f][1,2,4]triazin-2-amine